methyl(oxaolan-2-ylmethyl)amine CNCC1OCCC1